perfluoronaphthalenesulfonic acid FC1=C(C2=C(C(=C(C(=C2C(=C1F)F)F)F)F)F)S(=O)(=O)O